ClC1=CC(=C(C=C1)C1=CC(=NC2=NC=C(N=C21)C)N2C[C@@H](OCC2)C=2C=NN(C2)C)F 8-(4-chloro-2-fluorophenyl)-2-methyl-6-((2S)-2-(1-methyl-1H-pyrazol-4-yl)-4-morpholinyl)pyrido[2,3-b]pyrazine